3-chloro-8-methyl-N-[1-[3-(trifluoromethyl)phenyl]ethyl]pyrido[2,3-d]pyridazin-5-amine ClC1=CC=2C(=C(N=NC2NC(C)C2=CC(=CC=C2)C(F)(F)F)C)N=C1